ClC1=C(CN2C(=NC3=C2C=CC=C3)CCNCCC=3OC=C(N3)C(=O)NCC3=NC=CC=C3F)C=CC=C1 2-(2-((2-(1-(2-chlorobenzyl)-1H-benzo[d]imidazol-2-yl)ethyl)amino)ethyl)-N-((3-fluoropyridin-2-yl)methyl)oxazole-4-carboxamide